4-((1-(4-bromophenyl)-3-oxo-2-azaspiro[3.5]non-2-yl)methyl)-5,7-dimethyl-1H-indole-1-carboxylic acid tert-butyl ester C(C)(C)(C)OC(=O)N1C=CC2=C(C(=CC(=C12)C)C)CN1C(C2(C1=O)CCCCC2)C2=CC=C(C=C2)Br